(5-{3-Amino-5-[2-(prop-2-yl)benzene-1-sulfonyl]pyridin-2-yl}-1,3,4-oxadiazol-2-yl)methanol NC=1C(=NC=C(C1)S(=O)(=O)C1=C(C=CC=C1)C(C)C)C1=NN=C(O1)CO